diallyldimethylammonium bis(trifluoromethane)sulfonimide [N-](S(=O)(=O)C(F)(F)F)S(=O)(=O)C(F)(F)F.C(C=C)[N+](C)(C)CC=C